C(C)OC(C(=O)[O-])=O Ethyloxalat